N1=C(C=NC=C1)B(O)O PYRAZIN-2-YLBORONIC ACID